3-[4-Chloro-2-methoxy-5-(2-methylphenoxy)phenyl]-6-(trifluoromethyl)pyrimidine-2,4(1H,3H)-dione ClC1=CC(=C(C=C1OC1=C(C=CC=C1)C)N1C(NC(=CC1=O)C(F)(F)F)=O)OC